6-(4-((5-fluoro-2-methoxybenzamido)methyl)phenyl)-2-(4-methoxybenzyl)-4-(pyrimidin-4-yl)-2H-pyrazolo[4,3-c]pyridine-7-carboxamide FC=1C=CC(=C(C(=O)NCC2=CC=C(C=C2)C2=C(C=3C(C(=N2)C2=NC=NC=C2)=CN(N3)CC3=CC=C(C=C3)OC)C(=O)N)C1)OC